6-aminohexane-3-ol NCCCC(CC)O